C(C1=CC=CC=C1)N([C@H](CCC#N)CCCC)[C@@H](C)C1=CC=CC=C1 (S)-4-(benzyl-((S)-1-phenylethyl)amino)octanenitrile